N[C@@]1(CC[C@](C=2C=CC=NC12)(C(=O)NCC1=C(C=C(C=C1)Cl)Cl)F)CO |o1:1,4| (5S*,8R*)-8-amino-N-(2,4-dichloro-benzyl)-5-fluoro-8-(hydroxymethyl)-5,6,7,8-tetrahydroquinoline-5-carboxamide